3,4-dihydroxyphenyl methyl ketone CC(=O)C1=CC(=C(C=C1)O)O